(2S,3R,1'S)-2,3-Dihydro-3,5-dimethyl-2-ethyl-6-(1-methyl-2-oxobutyl)-4H-pyran-4-on C[C@@H]1[C@@H](OC(=C(C1=O)C)C(C(CC)=O)C)CC